1,2-dihydro-1,3-bis(2-hydroxyethyl)-4,6-dimethyl-2-oxo-pyrimidinium OCC[NH+]1C(N(C(C=C1C)C)CCO)=O